The molecule is a cadinane sesquiterpenoid that is cadin-4-ene carrying a hydroxy substituent at position 10. It has a role as a volatile oil component and a plant metabolite. It is a cadinane sesquiterpenoid, a carbobicyclic compound, a tertiary alcohol and a member of octahydronaphthalenes. CC1=C[C@H]2[C@@H](CC[C@]([C@@H]2CC1)(C)O)C(C)C